OC(C(=O)O)C 2-hydroxy-propanoic acid